FC(C(C1=CC=CC=C1)C1=CC=CC=C1)C=1N(C(C(=C(N1)C(=O)OC)OC)=O)C methyl 2-(1-fluoro-2,2-diphenylethyl)-5-methoxy-1-methyl-6-oxopyrimidine-4-carboxylate